FC1(CN(C1)C(\C=C/I)=O)F (Z)-1-(3,3-difluoroazetidin-1-yl)-3-iodoprop-2-en-1-one